O=C1NC(CCC1N1C(C2=CC=CC(=C2C1=O)NCCNC(C)=O)=O)=O N-[2-[[2-(2,6-dioxo-3-piperidinyl)-1,3-dioxo-isoindolin-4-yl]amino]ethyl]acetamide